Cl.[SiH2]1CCC1 silacyclobutane hydrochloride